O(C=1C(C(=C(N(C1)CCCCCCCCCCCCCCCC)C#N)O)=O)C=1C(C(=C(N(C1)CCCCCCCCCCCCCCCC)C#N)O)=O oxybis(N-hexadecyl-2-cyano-3-hydroxypyridin-4-one)